CCCCC/C=C\C/C=C\C=C\[C@H](C/C=C\CCCC(=O)O)O 8(S)-Hydroxyeicosatetraenoic acid